C1(CC1)C1=NNC2=C1C=NC(=C2)NC(C)=O N-(3-cyclopropyl-1H-pyrazolo[4,3-C]pyridin-6-yl)acetamide